C(C1=CC=CC=C1)N1CC(C=C(C1)C=1C(=NC(=CC1)C=1N=NN(C1COC1OCC1)C)C)O 1-benzyl-5-(2-methyl-6-{1-methyl-5-[(oxetan-2-yloxy)methyl]-1H-1,2,3-triazol-4-yl}pyridin-3-yl)-1,2,3,6-tetrahydropyridin-3-ol